N-[(2E)-3-(cyclopentanesulfonyl)prop-2-en-1-yl]-2-oxo-1,2,5,6,7,8-hexahydroquinoline-3-carboxamide C1(CCCC1)S(=O)(=O)/C=C/CNC(=O)C=1C(NC=2CCCCC2C1)=O